2-(4-(tert-butyl)phenyl)-4,6-dimethylpyrimidine-5-carboxylic acid C(C)(C)(C)C1=CC=C(C=C1)C1=NC(=C(C(=N1)C)C(=O)O)C